COC(C(CC1=C(C=CC=C1)O)NC(NC1=C2CCCC2=CC=2CCCC12)=O)=O methyl-2-{[(1,2,3,5,6,7-hexahydro-s-indacen-4-yl)carbamoyl]amino}-3-(2-hydroxyphenyl)propanoate